COC1=C(NC2=CC(=NC=C2C(NC)=O)NC2=CC=C(C=N2)C(=O)O)C=CC=C1C(NC)=O 6-((4-(2-Methoxy-3-(methylcarbamoyl)anilino)-5-(methylcarbamoyl)-2-pyridyl)amino)pyridine-3-carboxylic acid